[K+].OC(CC(=O)[O-])C(=O)[O-].[K+] 3-hydroxysuccinic acid potassium salt